OC[C@@H]1C[C@@H](CN1CCCC(F)(F)F)N1C(=NC=2C1=C1C(=NC2)NC=C1)CC (R)-1-(1-((3S,5S)-5-(Hydroxymethyl)-1-(4,4,4-trifluorobutyl)pyrrolidin-3-yl)-1,6-dihydroimidazo[4,5-d]pyrrolo[2,3-b]pyridin-2-yl)ethan